C(C)(C)OC=1C=NC=C(C(=O)N)C1 5-isopropoxynicotinamide